CN(CCN(C1=CC(=C(C=C1[N+](=O)[O-])NC1=NC=C(C(=N1)C=1C(=NC(=C(C1)C(=O)OC)NC)C(C)C)C(=O)[O-])OC)C)C 2-((4-((2-(dimethylamino)ethyl)(methyl)amino)-2-methoxy-5-nitrophenyl)amino)-4-(Isopropyl 5-(methoxycarbonyl)-6-(methylamino)pyridin-3-yl)pyrimidine-5-carboxylate